1-(9a,10-dihydroindeno[1,2-a]inden-4b(9H)-yl)-5-hydroxy-3-methyl-2,3-dihydro-1H-pyrido[2,1-f][1,2,4]triazine-4,6-dione C1=C2CC3C(C2=CC=C1)(C=1C=CC=CC1C3)N3N1C(C(N(C3)C)=O)=C(C(C=C1)=O)O